ClC1=C(C=NN1CCF)C(=O)N[C@H]1C[C@H](CCC1)NC1=CC(=NC2=CC=C(C=C12)Cl)C(F)(F)F 5-chloro-N-[(1r,3s)-3-{[6-chloro-2-(trifluoromethyl)quinolin-4-yl]amino}cyclohexyl]-1-(2-fluoroethyl)-1H-pyrazole-4-carboxamide